4-Aminotetraazolo[1,5-a]quinoxaline-8-carboxylic acid methyl ester COC(=O)C1=CC=C2N=C(C=3N(C2=C1)N=NN3)N